8-((2s,5r)-4-(1-(4-fluoro-2-(methoxymethyl)phenyl)ethyl)-2,5-dimethylpiperazin-1-yl)-5-methyl-6-oxo-5,6-dihydro-1,5-naphthyridine-2-carbonitrile FC1=CC(=C(C=C1)C(C)N1C[C@@H](N(C[C@H]1C)C1=CC(N(C=2C=CC(=NC12)C#N)C)=O)C)COC